N-(4-{2-[(3,3-difluoro-1-azetidinyl)carbonyl]-4-difluoromethoxyphenyl}-6-isopropoxy-2-pyridyl)-5-{[(S)-1,2-dimethylpropylamino]methyl}-1-methyl-2-oxo-1,2-dihydronicotinamide FC1(CN(C1)C(=O)C1=C(C=CC(=C1)OC(F)F)C1=CC(=NC(=C1)OC(C)C)NC(C=1C(N(C=C(C1)CN[C@H](C(C)C)C)C)=O)=O)F